O1[C@H](CCC1)C12CN(CC(CC1)N2C(=O)OC(C)(C)C)C(C2=CC=CC=C2)(C2=CC=CC=C2)C2=CC=CC=C2 tert-butyl 1-[(2R)-tetrahydrofuran-2-yl]-3-trityl-3,8-diazabicyclo[3.2.1]octane-8-carboxylate